C1(CCCCC1)N1N=CC=2C1=NC(=NC2NC(=O)C=2SC(=CC2)[N+](=O)[O-])N2[C@@H](CCC2)CO (S)-N-(1-cyclohexyl-6-(2-(hydroxymethyl)pyrrolidin-1-yl)-1H-pyrazolo[3,4-d]pyrimidin-4-yl)-5-nitrothiophene-2-carboxamide